COC(=O)C=1C=CC2=C(N(C(=N2)CC2=NC=C(C(=N2)OC)Br)CC2OCC2)C1 ((5-bromo-4-methoxypyrimidin-2-yl)methyl)-1-(oxetan-2-ylmethyl)-1H-benzo[d]imidazole-6-carboxylic acid methyl ester